sodium β-dodecylaminopropionate C(CCCCCCCCCCC)NCCC(=O)[O-].[Na+]